C(#N)C1=CC(=C(OC=2N=NC(=C(C2C(=O)NC2=CC(=CC=C2)S(=O)(=N)C)C)C=2CCN(CC2)C)C=C1)OC 3-(4-cyano-2-methoxy-phenoxy)-5-methyl-6-(1-methyl-3,6-dihydro-2H-pyridin-4-yl)-N-[3-(methylsulfonimidoyl)phenyl]pyridazine-4-carboxamide